1-((1H-indol-5-yl)sulfonyl)-N-(4-(trifluoromethyl)phenyl)-1H-pyrrole-3-carboxamide N1C=CC2=CC(=CC=C12)S(=O)(=O)N1C=C(C=C1)C(=O)NC1=CC=C(C=C1)C(F)(F)F